2-oxo-1,2-dihydroquinoline-8-carbonitrile hydrochloride Cl.O=C1NC2=C(C=CC=C2C=C1)C#N